C(C)(C)(C)C=1N=NN(N1)CCC[Si](OCC)(OCC)OCC 5-tert-butyl-2-[3-(triethoxysilyl)propyl]-2H-tetrazole